C(C1=CC=CC=C1)OC=1C(=CC2=C(NC([C@H]3N(C2=O)CC2(CC2)C3)=O)C1)OC([2H])([2H])[2H] (S)-8-(Benzyloxy)-7-(methoxy-d3)-1,11a-dihydro-3H,5H-spiro[benzo[e]pyrrolo[1,2-a][1,4]diazepine-2,1'-cyclopropane]-5,11(10H)-dione